FC1=CC(=C(C=C1C1=NC=CC(=C1)C(C)(C)C)C1=NC=CC(=C1)C(C)(C)C)F 1,3-difluoro-4,6-bis(4-tert-butylpyridin-2-yl)benzene